Behenyl alcohol 1-Ethylhexyl-methoxycinnamate C(C)C(CCCCC)C(=C(C(=O)OCCCCCCCCCCCCCCCCCCCCCC)OC)C1=CC=CC=C1